C(C)CC(=O)OC(C1=CC=CC=C1)(C)C dimethylbenzyl ethylacetate